C(C)OC(CCN1C2=C(C=3C(=CC=CC13)C1=NOC(=N1)C=1C=NC(=C(C1)Cl)OC(C)C)CCC2)=O 3-[8-[5-(5-chloro-6-isopropoxy-3-pyridinyl)-1,2,4-oxadiazol-3-yl]-2,3-dihydro-1H-cyclopenta[b]indol-4-yl]propionic acid ethyl ester